OC(COC1=CC=C(C=C1)C(C)(C)C1=CC=C(C=C1)OCC(COC(C=C)=O)O)COC(C=C)=O 2,2-bis[4-{2-hydroxy-3-acryloyloxypropoxy}phenyl]propane